(R)-8-(benzyloxy)-5-(2-(4-benzylpiperazin-1-yl)-1-hydroxyethyl)quinolin-2(1H)-one C(C1=CC=CC=C1)OC=1C=CC(=C2C=CC(NC12)=O)[C@H](CN1CCN(CC1)CC1=CC=CC=C1)O